N[C@H](C(=O)O)CCC(NC[C@H](CC(=O)O)O)=O (2S)-2-amino-4-{[(2S)-3-carboxy-2-hydroxypropyl]carbamoyl}butanoic acid